5-methoxy-2-phenyl-4-(piperidine-1-carbonyl)benzofuran-3-carboxylic acid ethyl ester C(C)OC(=O)C1=C(OC2=C1C(=C(C=C2)OC)C(=O)N2CCCCC2)C2=CC=CC=C2